vanillyl-oxamide nonanate C(CCCCCCCC)(=O)O.C(C1=CC(OC)=C(O)C=C1)NC(=O)C(=O)N